FC=1C=C(C=NC1OC)[C@H](CC1=NC(=NC(=N1)N[C@@H](CO)CC(C)C)NS(=O)(=O)C)C N-(4-((S)-2-(5-Fluoro-6-methoxypyridin-3-yl)propyl)-6-(((R)-1-hydroxy-4-methylpentan-2-yl)amino)-1,3,5-triazin-2-yl)methanesulfonamide